tert-butyl 3-(2-(2-((2S,3S)-1-methyl-5-oxo-2-(pyridin-3-yl)pyrrolidine-3-carboxamido)ethoxy)ethoxy)propanoate, Trifluoroacetic acid salt FC(C(=O)O)(F)F.CN1[C@@H]([C@H](CC1=O)C(=O)NCCOCCOCCC(=O)OC(C)(C)C)C=1C=NC=CC1